(1S,3S)-3-((2-(5-(((((3-Fluorobicyclo[1.1.1]pentan-1-yl)methyl)(methyl)carbamoyl)oxy)methyl)-1-methyl-1H-pyrazol-4-yl)-4-methylpyrimidin-5-yl)oxy)cyclohexan FC12CC(C1)(C2)CN(C(=O)OCC2=C(C=NN2C)C2=NC=C(C(=N2)C)OC2CCCCC2)C